C(C1=CC=CC=C1)(C1=CC=CC=C1)(C1=CC=CC=C1)N1C=NC(=C1)C=O [1-(trityl)-1H-imidazol-4-yl]methanone